N-((1s,3s)-3-(6-((3-((1-(2-(2,6-dioxopiperidin-3-yl)-1,3-dioxoisoindolin-5-yl)piperidin-4-yl)methoxy)benzyl)amino)-9H-purin-9-yl)cyclobutyl)-6-methylpicolinamide O=C1NC(CC[C@@H]1N1C(C2=CC=C(C=C2C1=O)N1CCC(CC1)COC=1C=C(CNC2=C3N=CN(C3=NC=N2)C2CC(C2)NC(C2=NC(=CC=C2)C)=O)C=CC1)=O)=O